CN(C1=CC=C(C=CC=2SC3=C(N2)C(=CC=C3)CCI)C=C1)C 2-(p-dimethylaminostyryl)-benzothiazolylethyliodide